NC1=NNC2=CC=C(C=C12)C1=CC(=NC=C1)NC(CC1=C(C=C(C=C1)C(=O)OC(C)(C)C)N)=O N-(4-(3-amino-1H-indazol-5-yl)pyridin-2-yl)-2-(4-Boc-aminophenyl)acetamide